4-amino-1-methyl-pyrazolo[4,3-C]quinoline-8-carboxylic acid NC1=NC=2C=CC(=CC2C2=C1C=NN2C)C(=O)O